5-fluoro-6-(2-fluoro-6-methoxyphenyl)-2-((2-isopropyl-4-methylpyridin-3-yl)amino)nicotinyl chloride FC=1C(=NC(=C(CCl)C1)NC=1C(=NC=CC1C)C(C)C)C1=C(C=CC=C1OC)F